tert-butyl 4-(7-fluoro-1-oxo-1,2-dihydroisoquinolin-3-yl)-2-azabicyclo[2.1.1]hexane-2-carboxylate FC1=CC=C2C=C(NC(C2=C1)=O)C12CN(C(C1)C2)C(=O)OC(C)(C)C